2,7-Dimethyl-Benzothiophene CC=1SC2=C(C1)C=CC=C2C